ClC1=C(C(=O)O)C=CC(=C1)NC(CCCCCCCCCCCCC)=O 2-chloro-4-(tetradecanoylamino)benzoic acid